C(C)(C)(C)OC(=O)N1CCC(CC1)C1CCN(CC1)CC1=C(C=C(C=C1OC)C1=CN(C(C(=C1C)C)=O)C)OC 4-(1-[(2,6-dimethoxy-4-(1,4,5-trimethyl-6-oxo-1,6-dihydropyridin-3-yl)phenyl)methyl]piperidin-4-yl)piperidine-1-carboxylic acid tert-butyl ester